2-chloro-4-(methylsulfonyl)-N-(1,3,4-oxadiazol-2-yl)-3-(propylsulfanyl)benzamide ClC1=C(C(=O)NC=2OC=NN2)C=CC(=C1SCCC)S(=O)(=O)C